ClC=1C=C(C=CC1F)NC(N(C(C)C1=CN=C(C2=CC=CC=C12)OC)CCOCC)=O 3-(3-chloro-4-fluorophenyl)-1-(2-ethoxyethyl)-1-(1-(1-methoxyisoquinolin-4-yl)ethyl)urea